[Ca+2].[NH4+] ammonium, calcium salt